CC1=NOC=C1B(O)O (3-methylisoxazol-4-yl)boronic acid